C[C@H](C[C@@H](N)C(=O)O)C(=O)O (2R,4R)-4-methylglutamic acid